COC=1C=C(C=CC1OC)C=1N=C2N(CC(CC2)C2CCN(CC2)C2CCN(CC2)CC(C)C)C1 2-(3,4-dimethoxyphenyl)-6-(1'-isobutyl-[1,4'-bipiperidin]-4-yl)-5,6,7,8-tetrahydroimidazo[1,2-a]pyridine